1-bromo-5-chloro-3-fluoro-2-methoxybenzene BrC1=C(C(=CC(=C1)Cl)F)OC